1-butyl-1-methylpiperidinium trifluoromethanesulfonate FC(S(=O)(=O)[O-])(F)F.C(CCC)[N+]1(CCCCC1)C